OC[C@@H](C)NC(OC(C)(C)C)=O tert-butyl [(2R)-1-hydroxypropan-2-yl]carbamate